5-acetoxybenzoxazol-2(3H)-one C(C)(=O)OC=1C=CC2=C(NC(O2)=O)C1